FC1=CC=C(C=C1)C=1SC=C(N1)C(C)(C)NC(O[C@@H]1CN2CCC1CC2)=O (3S)-1-Azabicyclo[2.2.2]oct-3-yl {2-[2-(4-fluorophenyl)-1,3-thiazol-4-yl]-2-propanyl}carbamate